O=C1NC(CCC1N1C(C2=CC=C(C=C2C1=O)NCCC[C@@H]1C[C@@H](C1)N1N=CC(=C1)C1=NC2=CC(=CC=C2N=C1)N1CCOCC1)=O)=O 2-(2,6-dioxopiperidin-3-yl)-5-((3-(cis-3-(4-(7-morpholinoquinoxalin-2-yl)-1H-pyrazol-1-yl)cyclobutyl)propyl)amino)isoindoline-1,3-dione